platinum tetrakis-(2,3,4,5,6-pentafluorophenyl)-porphyrin FC1=C(C(=C(C(=C1F)F)F)F)C1=C2C=CC(C(=C3C=CC(=C(C=4C=CC(=C(C5=CC=C1N5)C5=C(C(=C(C(=C5F)F)F)F)F)N4)C4=C(C(=C(C(=C4F)F)F)F)F)N3)C3=C(C(=C(C(=C3F)F)F)F)F)=N2.[Pt]